6,7-difluoro-4-oxo-1-(propan-2-yl)-1,4-dihydroquinoline-3-carboxylic acid FC=1C=C2C(C(=CN(C2=CC1F)C(C)C)C(=O)O)=O